F[C@H]1CN(CC[C@H]1NC1=C2C=C(N(C2=CC=C1)CC(F)(F)F)C#CCN(C(OC(C)(C)C)=O)C1=C(C=C(C=C1)C(NC)=O)OC)C |r| (rac)-tert-butyl (3-(4-(((3S,4R)-3-fluoro-1-methylpiperidin-4-yl)amino)-1-(2,2,2-trifluoroethyl)-1H-indol-2-yl)prop-2-yn-1-yl)(2-methoxy-4-(methylcarbamoyl)phenyl)carbamate